FC=1C(=CC(=NC1)C)C1=CC(=NN1)C(=O)N1C2(CC2)C[C@@H](CC1)C(=O)NC1CCC(CC1)(C(F)(F)F)O (R)-4-(5-(5-fluoro-2-methylpyridin-4-yl)-1H-pyrazole-3-carbonyl)-N-((1R,4R)-4-hydroxy-4-(trifluoromethyl)cyclohexyl)-4-azaspiro[2.5]octane-7-carboxamide